N[C@H]1C[C@H](CC1)O |r| (±)-cis-3-aminocyclopentanol